3-{[(1S)-1,2,3,4-tetrahydronaphthalen-1-ylmethyl]amino}pyridine-4-carboxylic acid [C@@H]1(CCCC2=CC=CC=C12)CNC=1C=NC=CC1C(=O)O